C(C)(C)(C)OC(NC1CCN(CC1)S(=O)(=O)C1=CC(=CC=C1)C1CCNCC1)=O (1-((3-(piperidin-4-yl)phenyl)sulfonyl)piperidin-4-yl)carbamic acid tert-butyl ester